C1(=CC=CC=C1)C1C(C1)NC(C(C)(C)C)=O N-(2-phenylcyclopropyl)pivalamide